O1C(CCC1)[C@@H]1N(S(OC1)=O)C(=O)OC(C)(C)C tert-butyl (4R)-4-(tetrahydrofuran-2-yl)-1,2,3-oxathiazolidine-3-carboxylate 2-oxide